COC(=O)[C@@H]1N(CCN(C1)C1CC1)C(=O)OC(C)(C)C (R)-4-cyclopropylpiperazine-1,2-dicarboxylic acid 1-(tert-butyl) 2-methyl ester